C1(=CC=CC=C1)CCCC1=NOC(=N1)[C@H]1N(CC2(CC2)C1)S(=O)(=O)C1CCN(CC1)C(=O)[O-] (S)-4-((6-(3-(3-phenylpropyl)-1,2,4-oxadiazole-5-yl)-5-azaspiro[2.4]heptan-5-yl)sulfonyl)piperidin-1-carboxylate